(difluoro(2-(((3S,6S,10aS)-3-(3-(1-methyl-1H-benzo[d]imidazol-2-yl)azetidine-1-carbonyl)-5-oxodecahydropyrrolo[1,2-a]azocin-6-yl)carbamoyl)benzo[b]thiophen-5-yl)methyl)phosphonic acid FC(C1=CC2=C(SC(=C2)C(N[C@H]2CCCC[C@@H]3N(C2=O)[C@@H](CC3)C(=O)N3CC(C3)C3=NC2=C(N3C)C=CC=C2)=O)C=C1)(F)P(O)(O)=O